FC1=CC=C(C(=O)NC2(CC2)C2=NC=3CCCC(C3C=C2)C=2C=NC=C(C2)C)C=C1 4-fluoro-N-(1-(5-(5-methylpyridin-3-yl)-5,6,7,8-tetrahydroquinolin-2-yl)cyclopropyl)benzamide